4-(2-(4-(2-acetyl-5-chlorophenyl)-5-methoxy-2-oxopyridin-1(2H)-yl)-3-(4-chlorophenyl)propionylamino)benzoic acid C(C)(=O)C1=C(C=C(C=C1)Cl)C1=CC(N(C=C1OC)C(C(=O)NC1=CC=C(C(=O)O)C=C1)CC1=CC=C(C=C1)Cl)=O